2-[3-(1-cyano-1-methyl-ethyl)-5-(1H-1,2,4-triazol-1-ylmethyl)phenyl]-2-methyl-propionitrile C(#N)C(C)(C)C=1C=C(C=C(C1)CN1N=CN=C1)C(C#N)(C)C